[Si](C)(C)(C(C)(C)C)OC1CCN(C1)C(=O)[O-] 4-[tert-butyl(dimethyl)silyl]oxy-pyrrolidine-1-carboxylate